C(C=CC1=CC=CC=C1)(=O)O[C@H]1[C@H](OC(C2=CC(O)=C(O)C(O)=C2)=O)O[C@@H]([C@H]([C@@H]1O)O)CO 2-O-cinnamoyl-1-O-galloyl-beta-D-glucose